2-(4-(2-fluoro-9-hydroxy-9-(trifluoromethyl)-9H-fluoren-4-yl)-1H-pyrazol-1-yl)-N'-(4-fluorophenyl)acetohydrazide FC1=CC=2C(C3=CC=CC=C3C2C(=C1)C=1C=NN(C1)CC(=O)NNC1=CC=C(C=C1)F)(C(F)(F)F)O